N-(4-fluorophenyl)-3-(indoline-1-carbonyl)benzenesulfonamide FC1=CC=C(C=C1)NS(=O)(=O)C1=CC(=CC=C1)C(=O)N1CCC2=CC=CC=C12